NC1=CC=C(CCN(CCC2=CC=C(N)C=C2)CCC2=CC=C(C=C2)N)C=C1 4-(2-(bis(4-aminophenethyl)amino)ethyl)aniline